C1=C(OC(=C1)C(=O)O)CO The molecule is a member of the class of furoic acids that is 2-furoic acid substituted at position 5 by a hydroxymethyl group. It has a role as a human urinary metabolite, a nematicide, a bacterial xenobiotic metabolite and a fungal metabolite. It is a furoic acid and an aromatic primary alcohol.